COC1=C(N(C)CCOC)C=CC(=C1)[N+](=O)[O-] 2-Methoxy-N-(2-methoxyethyl)-N-methyl-4-nitro-aniline